CS(=O)(=O)N1N=CC(=C1)NC(=O)CC1=NN(C(=C1)C1=CC(=C(C=C1)F)C=1C=NN(C1)CCO)C1=NC(=CC=C1)C N-(1-(methylsulfonyl)-1H-pyrazol-4-yl)-5-(4-fluoro-3-(1-(2-hydroxyethyl)-1H-pyrazol-4-yl)phenyl)-1-(6-methylpyridin-2-yl)-1H-pyrazole-3-carboxyamide